(S)-5-(4-(azetidin-2-ylmethoxy)-1-methyl-1H-pyrazol-5-yl)-N-(6-ethyl-2-methylpyrimidin-4-yl)pyrazolo[1,5-a]pyridin-2-amine N1[C@@H](CC1)COC=1C=NN(C1C1=CC=2N(C=C1)N=C(C2)NC2=NC(=NC(=C2)CC)C)C